NC=1C=2N(C3=CC(=C(C=C3N1)F)C(=O)N(CC1=NC=C(C=C1)C=1C=NN(C1)C(F)F)C13CC(C1)C3)C=NC2 4-amino-N-(bicyclo[1.1.1]pentan-1-yl)-N-((5-(1-(difluoromethyl)-1H-pyrazol-4-yl)pyridin-2-yl)methyl)-7-fluoroimidazo[1,5-a]quinoxaline-8-carboxamide